bis(iso-propylamino)diethylsilane C(C)(C)N[Si](CC)(CC)NC(C)C